{4-[(tert-Butoxycarbonyl)amino]-4-methylpiperidin-1-yl}-6-(2,3-dichlorophenyl)-5-methoxypyrazine-2-carboxylic acid ethyl ester C(C)OC(=O)C1=NC(=C(N=C1N1CCC(CC1)(C)NC(=O)OC(C)(C)C)OC)C1=C(C(=CC=C1)Cl)Cl